7-(7-bromo-2,6-dichloro-8-fluoroquinazolin-4-yl)-2,7-diazaspiro[3.5]Nonane-2-carboxylic acid tert-butyl ester C(C)(C)(C)OC(=O)N1CC2(C1)CCN(CC2)C2=NC(=NC1=C(C(=C(C=C21)Cl)Br)F)Cl